C1(=CC=CC=C1)OS(=O)(=O)C1C2C(=C(C(C1)O2)C2=CC=C(C=C2)O)C2=CC=C(C=C2)NC(CCCCC[Se]C#N)=O phenyl-5-(4-hydroxyphenyl)-6-(4-(6-selenocyanohexanamido) phenyl)-7-oxabicyclo[2.2.1]hept-5-ene-2-sulfonate